chloromethyl (2,3,4,5,6-pentafluorophenyl) carbonate C(OCCl)(OC1=C(C(=C(C(=C1F)F)F)F)F)=O